levulinyl-oxygen C(CCC(=O)C)(=O)[O]